cyclopentene-1-carboxylic acid phenyl ester C1(=CC=CC=C1)OC(=O)C1=CCCC1